4-(acetylthio)benzoic acid C(C)(=O)SC1=CC=C(C(=O)O)C=C1